(S)-N-(3-chloro-2-fluorobenzyl)-1-(5-methyl-2-((tetrahydrofuran-3-yl)amino)-pyrimidin-4-yl)-1H-imidazole-4-carboxamide ClC=1C(=C(CNC(=O)C=2N=CN(C2)C2=NC(=NC=C2C)N[C@@H]2COCC2)C=CC1)F